N1C=CC2=CC=CC=C12.N1C=CC2=CC=CC=C12.[K] potassium bisindole